BrC=1C=C2C=C(NC2=CC1)CNC(=O)[C@H]1N([C@H]2C[C@]2(C1)C)C(CNC(=O)C=1C=CC=2SC3=CC=CC=C3OC2C1)=O (1S,3S,5S)-N-((5-bromo-1H-indol-2-yl)methyl)-5-methyl-2-((phenoxathiine-3-carbonyl)glycyl)-2-azabicyclo[3.1.0]hexane-3-carboxamide